C(C)(C)N1C(N(C2=C1C=C(C=C2)N2CCC(CC2)CC2CCNCC2)C2C(NC(CC2)=O)=O)=O 3-[3-isopropyl-2-oxo-5-[4-(4-piperidylmethyl)-1-piperidyl]benzimidazol-1-yl]piperidine-2,6-dione